CC(C)CN(C)CC(=O)O N-methyl-N-(2-methylpropyl)glycine